FC1=C(C(=O)N[C@H](C(=O)OC)CC=2C=CC(=C3C=CC=NC23)B2OC(C(O2)(C)C)(C)C)C(=CC(=C1)N1[C@H](COCC1)C(F)(F)F)F Methyl (S)-2-(2,6-difluoro-4-((R)-3-(trifluoromethyl)morpholino)benzamido)-3-(5-(4,4,5,5-tetramethyl-1,3,2-dioxaborolan-2-yl)quinolin-8-yl)propanoate